ditolyl sulfosuccinamate S(=O)(=O)(O)C(C(=O)OC1=C(C=CC=C1)C)CC(=O)NC1=C(C=CC=C1)C